3-amino-4-(3-methylphenyl)-butyric acid NC(CC(=O)O)CC1=CC(=CC=C1)C